TBDMS triflate O(S(=O)(=O)C(F)(F)F)[Si](C)(C)C(C)(C)C